C(C)OC(C1=CN=C(C=C1Cl)C=1C2=C(C(N(C1)C\C=C\C)=O)NC(=C2)C)=O (E)-6-(6-(but-2-en-1-yl)-2-methyl-7-oxo-6,7-dihydro-1H-pyrrolo[2,3-c]pyridin-4-yl)-4-chloronicotinic acid ethyl ester